N-(4-((2-chloro-3-fluorobenzyl)oxy)phenyl)-5-fluoro-6-(1H-tetrazol-5-yl)benzofuran-3-carboxamide ClC1=C(COC2=CC=C(C=C2)NC(=O)C2=COC3=C2C=C(C(=C3)C3=NN=NN3)F)C=CC=C1F